Pentan-1,4-diol C(CCC(C)O)O